(R)-5-amino-N-(1-(2-hydroxynaphthalen-1-yl)ethyl)-2-methylbenzamide NC=1C=CC(=C(C(=O)N[C@H](C)C2=C(C=CC3=CC=CC=C23)O)C1)C